6-((2,6-dimethyl-pyrimidin-4-yl)amino)-N-ethoxy-4-((2-methoxy-3-(pyrazin-2-yl)phenyl)amino)nicotinamide tert-butyl-2-[(2-amino-6-methoxyphenyl)formamido]propanoate C(C)(C)(C)OC(C(C)NC(=O)C1=C(C=CC=C1OC)N)=O.CC1=NC(=CC(=N1)NC1=NC=C(C(=O)NOCC)C(=C1)NC1=C(C(=CC=C1)C1=NC=CN=C1)OC)C